C(C)(C)(C)OC([C@@H](N)C)=O (L)-Alanin-tert-Butylester